3-(5-(((tert-butyldimethylsilyl)oxy)methyl)pyridazin-3-yl)-6-((2R,4S)-4-fluoro-2-(5-fluoro-2-methoxyphenyl)pyrrolidin-1-yl)imidazo[1,2-b]pyridazine [Si](C)(C)(C(C)(C)C)OCC=1C=C(N=NC1)C1=CN=C2N1N=C(C=C2)N2[C@H](C[C@@H](C2)F)C2=C(C=CC(=C2)F)OC